(4Z)-2-[[(3R,4R)-4-Hydroxytetrahydropyran-3-yl]amino]-4-(quinoxalin-6-ylmethylene)-1H-imidazol-5-one O[C@H]1[C@@H](COCC1)NC=1NC(/C(/N1)=C/C=1C=C2N=CC=NC2=CC1)=O